N-(3-chloro-5-(methylsulfonyl)phenyl)-4-(5-fluoro-1'-methyl-6'-oxo-1',6'-dihydro-[3,3'-bipyridin]-2-yl)-5-methylthiophene-2-carboxamide ClC=1C=C(C=C(C1)S(=O)(=O)C)NC(=O)C=1SC(=C(C1)C1=NC=C(C=C1C1=CN(C(C=C1)=O)C)F)C